FC1=CC=C2C(=C(NC2=C1F)C1=NNC(=N1)C(F)(F)F)C=1C=NNC1 6,7-difluoro-3-(1H-pyrazol-4-yl)-2-(5-(trifluoromethyl)-1H-1,2,4-triazol-3-yl)-1H-indole